2-(4-chlorobenzyl)-N-(4-ethylbenzyl)-8-methyl-4,5-dihydro-2H-furo[2,3-g]indazole-7-carboxamide ClC1=CC=C(CN2N=C3C4=C(CCC3=C2)OC(=C4C)C(=O)NCC4=CC=C(C=C4)CC)C=C1